N-{4-[4-amino-6-(methoxymethyl)-7-(morpholin-4-ylmethyl)pyrrolo[2,1-f][1,2,4]triazin-5-yl]-2-fluorophenyl}-N'-[2-fluoro-5-(trifluoromethyl)phenyl]urea NC1=NC=NN2C1=C(C(=C2CN2CCOCC2)COC)C2=CC(=C(C=C2)NC(=O)NC2=C(C=CC(=C2)C(F)(F)F)F)F